FC=1C=C2C=3C(=NNC(C3C1)=O)C(C(N2)C2=CC=C(C=C2)F)N2C(SC(C2=O)(C)C)=O 5-fluoro-8-(4-fluorophenyl)-9-(5,5-dimethyl-2,4-thiazolidinedione-3-yl)-8,9-dihydro-2H-pyrido[4,3,2-de]phthalazin-3(7H)-one